1-(5-((4-(cyclohexylmethyl)piperazin-1-yl)methyl)pyrazolo[1,5-a]pyridin-3-yl)-3-(2,4-dimethoxybenzyl)dihydropyrimidine-2,4(1H,3H)-dione C1(CCCCC1)CN1CCN(CC1)CC1=CC=2N(C=C1)N=CC2N2C(N(C(CC2)=O)CC2=C(C=C(C=C2)OC)OC)=O